C(C)C1=C(C(=CC=C1)CC)N1N=C2C(CN(C(C2)(C)C)C(C(C)C)=O)=C1C1=CC(=C(C=C1F)NC(=O)N)F 1-(4-(2-(2,6-diethylphenyl)-5-isobutyryl-6,6-dimethyl-4,5,6,7-tetrahydro-2H-pyrazolo[4,3-c]pyridin-3-yl)-2,5-difluorophenyl)urea